6-(morpholine-4-carbonyl)-8-(naphthalen-1-yl)quinoline-2-carbaldehyde N1(CCOCC1)C(=O)C=1C=C2C=CC(=NC2=C(C1)C1=CC=CC2=CC=CC=C12)C=O